O[C@@H]1CN(CC[C@H]1O)CC1=CC=2C(=NOC2C(=O)OCC)C=C1 ethyl 5-((trans-3,4-dihydroxypiperidin-1-yl)methyl)benzo[c]isoxazole-3-carboxylate